C(CC)C1=CC=C(C=C1)NS(=O)(=O)C1=CC=C(C=C1)NC(NCC=1C=NC=CC1)=O 3-{4-[(4-propylphenyl)sulfamoyl]phenyl}-1-(pyridin-3-ylmethyl)urea